5-(quinoxalin-6-yl)-N-((1-(trifluoromethyl)cyclopropyl)methyl)-7H-pyrrolo[2,3-d]pyrimidin-2-amine N1=CC=NC2=CC(=CC=C12)C1=CNC=2N=C(N=CC21)NCC2(CC2)C(F)(F)F